(S)-3-(6-fluoro-2'-methylbiphenyl-3-yl)-3-(3-(1-methyl-4-oxo-2-oxo-1,2-dihydropyridin-3-yl)ureido)propanoic acid FC1=CC=C(C=C1C1=C(C=CC=C1)C)[C@H](CC(=O)O)NC(=O)NC1C(N(C=CC1=O)C)=O